Diphenol Trifluoroacetate FC(C(=O)O)(F)F.C1(=CC=CC=C1)O.C1(=CC=CC=C1)O